C1=C(C=CC2=CC=3C(=CC=CC3C=C12)C(=O)O)C(=O)O anthracene-2,5-dicarboxylic acid